CN(C)CC1=C(C=CC(=N1)NC=1C=CC(=C2CN(C(C12)=O)C(=O)OC(C)(C)C)C1=CN=C2N1C=CC(=C2)F)C2CC(CC2)O tert-butyl 7-((6-((dimethylamino)methyl)-5-(3-hydroxycyclopentyl)pyridin-2-yl)amino)-4-(7-fluoroimidazo[1,2-a]pyridin-3-yl)-1-oxoisoindoline-2-carboxylate